C(N)(O[C@@H]1[C@@H](C2=C(C=CC=C2CC1)I)O)=O (1R,2S)-1-hydroxy-8-iodo-1,2,3,4-tetrahydronaphthalen-2-yl carbamate